NC1(CC(=C(C=C1)N)C(=O)[O-])C1=CC(=CC=C1)C(=O)[O-] p-diaminobiphenyl-3,3'-dicarboxylate